(1aR,5aR)-2-(2,4-Difluorophenyl)-1a,2,5,5a-tetrahydro-1H-2,3-diaza-cyclopropa[a]pentalene-4-carboxylic acid (2-methoxy-pyridin-3-yl)-amide COC1=NC=CC=C1NC(=O)C=1C=2C[C@@H]3[C@H](C2N(N1)C1=C(C=C(C=C1)F)F)C3